CN(C)CC1=CC=C(C=C1)C1=CC=2C(=C(N=NC2N[C@H](C)C=2C(=C(C#N)C=CC2)C)C)C=N1 (R)-3-(1-((7-(4-((dimethylamino)methyl)phenyl)-4-methylpyrido[3,4-d]pyridazin-1-yl)amino)ethyl)-2-methylbenzonitrile